Cl.CC1NCC1=O 2-Methylazetidin-3-one hydrochloride